N1=CC(=CC=C1)C=1N=C2CCC(NC2=CC1)=O 6-Pyridin-3-yl-3,4-dihydro-1H-[1,5]naphthyridin-2-on